CN1C2=NC(=NC(=C2N=C1)N)OCCC 9-methyl-2-propoxy-9H-purin-6-amine